(rac)-2-(2-(((6-Chloropyridazin-3-yl)amino)methyl)piperidin-1-yl)ethan-1-ol ClC1=CC=C(N=N1)NC[C@@H]1N(CCCC1)CCO |r|